1-(tert-butyldimethylsilyl)-1H-indole-6-sulfonyl chloride [Si](C)(C)(C(C)(C)C)N1C=CC2=CC=C(C=C12)S(=O)(=O)Cl